O=C1N(CCC(N1)=O)C1=NN(C2=C(C(=CC=C12)N1CCC(CC1)CN1CCN(CC1)C(=O)OC(C)(C)C)F)C tert-butyl 4-[[1-[3-(2,4-dioxohexahydropyrimidin-1-yl)-7-fluoro-1-methyl-indazol-6-yl]-4-piperidyl]methyl]piperazine-1-carboxylate